3-{[3-(3-bromophenyl)oxetan-3-yl]methyl}-4-(difluoromethyl)-1,2,4-triazole BrC=1C=C(C=CC1)C1(COC1)CC1=NN=CN1C(F)F